CC1=CC=CC(=N1)NC1CCC(CC1)OC1=C2C=C(C=NC2=CC(=N1)N1CCOCC1)NS(=O)(=O)C N-[5-[4-[(6-methyl-2-pyridyl)amino]cyclohexoxy]-7-morpholino-1,6-naphthyridin-3-yl]methanesulfonamide